S(=O)(=O)(C)C1=CC=C(C=O)C=C1 4-mesylbenzaldehyde